OC1CCC(CC1)O[C@@H](CN1C(N(C(C2=C1SC(=C2C)C=2OC=CN2)=O)C(C(=O)O)(C)C)=O)C2=CC=CC=C2 2-[1-[(2R)-2-[(4-hydroxycyclohexyl)oxy]-2-phenylethyl]-5-methyl-6-(1,3-oxazol-2-yl)-2,4-dioxo-1H,2H,3H,4H-thieno[2,3-d]pyrimidin-3-yl]-2-methylpropionic acid